2-bromo-5-fluoro-4-nitro-pyridine BrC1=NC=C(C(=C1)[N+](=O)[O-])F